NC=1C(=NN(C1)C1CC(C1)O)C 3-(4-amino-3-methylpyrazol-1-yl)cyclobutan-1-ol